2,2-Dimethyl-hexanoic acid 7-[4-(4-benzo[b]thiophen-4-ylpiperazin-1-yl)butoxy]-4,4-dimethyl-2-oxo-3,4-dihydro-2H-quinolin-1-ylmethyl ester S1C2=C(C=C1)C(=CC=C2)N2CCN(CC2)CCCCOC2=CC=C1C(CC(N(C1=C2)COC(C(CCCC)(C)C)=O)=O)(C)C